NC1=CC=C(C=C1)C(C1=CC=C(N)C=C1)C1=CC(=CC=C1)C 4-[(4-aminophenyl)(3-methylphenyl)methyl]aniline